(2S)-3-hydroxy-2-((5-hydroxy-1,4-dioxo-1,4-dihydronaphthalen-2-yl)amino)butanoic acid methyl ester COC([C@H](C(C)O)NC=1C(C2=CC=CC(=C2C(C1)=O)O)=O)=O